N1=C(C=CC=C1)CCN1CCC(CC1)N(C=1C=C(C=CC1)O)C=1C=NC=CC1 3-((1-(2-(pyridin-2-yl)ethyl)piperidin-4-yl)(pyridin-3-yl)amino)phenol